S1C=C(C=C1)C(=O)NC=1C=C2C(=CNC2=CC1)C=1CCN(CC1)CCCC 5-(3-thienoyl)amino-3-(1-butyl-1,2,3,6-tetrahydropyridin-4-yl)-1H-indole